C(C)(C)(C)C1=CC=C(C=C1)N(C1=CC=C(C=C1)C(C)(C)C)C1=CC=C(C=C1)C(C)(C)C tri(p-tert-butylphenyl)amine